4-bromo-N-[(1s,4s)-4-{[6-chloro-2-(trifluoromethyl)quinolin-4-yl]amino}cyclohexyl]-1H-indazole-6-carboxamide BrC1=C2C=NNC2=CC(=C1)C(=O)NC1CCC(CC1)NC1=CC(=NC2=CC=C(C=C12)Cl)C(F)(F)F